BrC=1C=CC2=CN(N=C2C1)C12CCC(CC1)(CC2)CNC(C2=CC(=C(C(=C2)F)O)F)=O N-{[4-(6-bromo-2H-indazol-2-yl)bicyclo[2.2.2]octan-1-yl]methyl}-3,5-difluoro-4-hydroxybenzamide